(Z)-4-(((1R,3S)-3-aminocyclopentyl)amino)-N'-(2-chlorophenyl)-6-(4-methoxy-2-methylphenyl)pyrrolo[1,2-b]pyridazine-3-carboximidamide N[C@@H]1C[C@@H](CC1)NC=1C=2N(N=CC1/C(/N)=N/C1=C(C=CC=C1)Cl)C=C(C2)C2=C(C=C(C=C2)OC)C